ClC1=CC=2CN(CN3C2C(=C1C(=O)N[C@H](C(=O)O)CC1=CC(=CC=C1)S(=O)(=O)C)CC3)C(=O)C3=CC=C1C=CNC1=C3 (S)-2-(8-chloro-2-(1H-indole-6-carbonyl)-2,3,5,6-tetrahydro-1H-pyrrolo[3,2,1-ij]quinazolin-7-carboxamido)-3-(3-(methylsulfonyl)phenyl)propanoic acid